2-(4-(tert-butyl)-5-chloro-2-methylphenyl)-4-chloro-1,6-naphthyridine-5-carbonitrile C(C)(C)(C)C1=CC(=C(C=C1Cl)C1=NC=2C=CN=C(C2C(=C1)Cl)C#N)C